FC1=CC2=C(OCOC2)C=C1 6-fluoro-1H-1,3-benzodioxin